2-(((2,4-Dimethyl-1H-pyrrole-3-carbonyl)oxy)methyl)-2-methylpropane-1,3-diyl bis(3,5-di-tert-butylbenzoate) C(C)(C)(C)C=1C=C(C(=O)OCC(COC(C2=CC(=CC(=C2)C(C)(C)C)C(C)(C)C)=O)(C)COC(=O)C2=C(NC=C2C)C)C=C(C1)C(C)(C)C